1-{4-[4-(2-cyclopropylacetamido)-1H-1,2,3-triazol-1-yl]butyl}-N-[(6-methylpyridin-3-yl)methyl]-1H-1,2,3-triazole-4-carboxamide C1(CC1)CC(=O)NC=1N=NN(C1)CCCCN1N=NC(=C1)C(=O)NCC=1C=NC(=CC1)C